CNC(=N)NN=O N-methyl-N'-Nitrosoguanidine